3,7-dimethyloct-6-en-1-yl 8-((2-hydroxyethyl)amino)octanoate OCCNCCCCCCCC(=O)OCCC(CCC=C(C)C)C